ethyl 2-(5-fluoro-3-methyl-2-((1r,4r)-4-(trifluoromethoxy)cyclohexyl)phenyl)-2-(methyl(4-(1-methylpiperidin-4-yl)-3-(3-(trifluoromethyl)-phenyl)butyl)amino)acetate FC=1C=C(C(=C(C1)C(C(=O)OCC)N(CCC(CC1CCN(CC1)C)C1=CC(=CC=C1)C(F)(F)F)C)C1CCC(CC1)OC(F)(F)F)C